C(C1=CC=CC=C1)C=1NC(=CC1)CC1=CC=CC=C1 2,5-dibenzylpyrrole